(R)-3-(3-chloro-4-fluorophenyl)-1-(1-(6,8-difluoro-1-oxo-1,2-dihydroisoquinolin-4-yl)ethyl)-1-isobutylurea ClC=1C=C(C=CC1F)NC(N(CC(C)C)[C@H](C)C1=CNC(C2=C(C=C(C=C12)F)F)=O)=O